(S)-5-((((6-(2-chloro-3-(3-chloro-4-((2-fluoro-3-((((S)-2-hydroxypropyl)amino)methyl)phenyl)amino)pyridin-2-yl)phenyl)-2-methoxypyridin-3-yl)methyl)amino)methyl)pyrrolidin-2-one ClC1=C(C=CC=C1C1=NC=CC(=C1Cl)NC1=C(C(=CC=C1)CNC[C@H](C)O)F)C1=CC=C(C(=N1)OC)CNC[C@@H]1CCC(N1)=O